3-((1S,4S)-5-methyl-2,5-diazabicyclo[2.2.1]heptan-2-yl)benzene-1,2-diamine CN1[C@@H]2CN([C@H](C1)C2)C2=C(C(=CC=C2)N)N